5-fluoro-2-{[(3S,4R)-3-hydroxyoxan-4-yl]amino}pyrrolo[2,1-f][1,2,4]triazin-7-ylboronic acid FC=1C=C(N2N=C(N=CC21)N[C@H]2[C@@H](COCC2)O)B(O)O